methyl-tri-n-octyl-ammonium nitrate [N+](=O)([O-])[O-].C[N+](CCCCCCCC)(CCCCCCCC)CCCCCCCC